(3,4-dimethyl-phenoxy)-3-(2,2,5,5-tetramethyl-2,5-dihydro-1H-pyrrol-1-yl)propan-2-ol CC=1C=C(OCC(CN2C(C=CC2(C)C)(C)C)O)C=CC1C